boric acid lithium [Li].B(O)(O)O